(5s)-8-chloro-7-(2,6-difluorophenyl)-N,5-dimethyl-3-oxo-9-(trifluoromethyl)-5H-pyrimido[1,2-a][1,4]benzodiazepine-2-carboxamide ClC1=C(C=CC2=C1C(=N[C@H](C=1N2C=C(C(N1)=O)C(=O)NC)C)C1=C(C=CC=C1F)F)C(F)(F)F